((2-nitro-4-(trifluoromethyl)phenyl)amino)piperidin-1-carboxylate [N+](=O)([O-])C1=C(C=CC(=C1)C(F)(F)F)NC1N(CCCC1)C(=O)[O-]